7-methoxy-N-(2-methoxy-5-methylphenyl)-1H-imidazo[4,5-c]pyridin-4-amine COC=1C2=C(C(=NC1)NC1=C(C=CC(=C1)C)OC)N=CN2